[1,2,4]triazolo[4,3-a]pyridin-8-ol N=1N=CN2C1C(=CC=C2)O